C(C)OC[C@]1(CN(CC1)C(C)(C)C=1C=NC(=CC1)C)CCC1=CC=2C(=NC=CN2)S1 |o1:4| (R or S)-6-(2-(3-(ethoxymethyl)-1-(2-(6-methylpyridin-3-yl)propan-2-yl)pyrrolidin-3-yl)ethyl)thieno[2,3-b]pyrazine